2-Methoxy-5-(prop-1-en-2-yl)pyridine COC1=NC=C(C=C1)C(=C)C